N2-(3,3-difluorocyclobutyl)-6-(6-(trifluoromethyl)pyridin-2-yl)-N4-(2-(trifluoromethyl)pyridin-4-yl)-1,3,5-triazine-2,4-diamine FC1(CC(C1)NC1=NC(=NC(=N1)NC1=CC(=NC=C1)C(F)(F)F)C1=NC(=CC=C1)C(F)(F)F)F